5-(2-amino-thiazol-4-yl)-6-methyl-2-oxo-1-(3-trifluoromethylphenyl)-1,2-dihydro-pyridine-3-carboxylic acid 4-methanesulfonyl-benzylamide CS(=O)(=O)C1=CC=C(CNC(=O)C=2C(N(C(=C(C2)C=2N=C(SC2)N)C)C2=CC(=CC=C2)C(F)(F)F)=O)C=C1